1-((5-(2-Chloropyridin-4-yl)-2-methylphenyl)sulfonyl)-4-(2,2,2-trifluoroethyl)piperazine ClC1=NC=CC(=C1)C=1C=CC(=C(C1)S(=O)(=O)N1CCN(CC1)CC(F)(F)F)C